(+)-[3-[[2-Fluoro-4-(trifluoromethyl)phenyl]methoxy]azetidin-1-yl]-[3-imidazol-1-ylpyrrolidin-1-yl]methanone FC1=C(C=CC(=C1)C(F)(F)F)COC1CN(C1)C(=O)N1CC(CC1)N1C=NC=C1